BrC=1C=C(C(=NC1)OC1=CC=C(C#N)C=C1)F 4-((5-bromo-3-fluoropyridin-2-yl)oxy)benzonitrile